2-(3-furyl)-4,4,5,5-tetramethyl-1,3,2-dioxaborolan O1C=C(C=C1)B1OC(C(O1)(C)C)(C)C